hexadecyl-trihydroxyethyl-ammonium chloride [Cl-].C(CCCCCCCCCCCCCCC)[NH2+]CC(O)(O)O